COC1=C(C(=CC=C1)OC)S(=O)(=O)NC1=NOC2=C1C(=CC(=C2)C2=CC(=NC=C2)OC)OC 2,6-dimethoxy-N-(4-methoxy-6-(2-methoxypyridin-4-yl)benzo[d]isoxazol-3-yl)benzenesulfonamide